4-{5-[(furan-2-ylmethyl)amino]-[1,2,4]triazolo[4,3-c]pyrimidin-8-yl}benzoic acid O1C(=CC=C1)CNC1=NC=C(C=2N1C=NN2)C2=CC=C(C(=O)O)C=C2